C(=O)(O)C(C)(C)S(=O)(=O)C(=S)S(=O)(=O)C(C(=O)O)(C)C 2-(1-carboxy-1-methylethylsulfonylthiocarbonylsulfonyl)-2-methylpropanoic acid